(S)-1-phenylhexane-1-ol C1(=CC=CC=C1)[C@H](CCCCC)O